2-(3-(aminomethyl)-1-(1-(cis-4-(tert-butyl)cyclohexyl)piperidin-4-yl)-5-fluoro-1H-indol-2-yl)ethyl sulfamate S(N)(OCCC=1N(C2=CC=C(C=C2C1CN)F)C1CCN(CC1)[C@@H]1CC[C@@H](CC1)C(C)(C)C)(=O)=O